C(C)(C)(C)OC(=O)N1CC(N(CC1)CC(F)(F)F)C(=O)O 4-(tert-butoxycarbonyl)-1-(2,2,2-trifluoroethyl)piperazine-2-carboxylic acid